rel-(S)-2-(5-chloro-6-(3,3-difluoro-1-methylcyclopentyl)-2-methylpyridin-3-yl)-4-oxo-1,4-dihydro-1,6-naphthyridine-5-carboxamide ClC=1C=C(C(=NC1[C@@]1(CC(CC1)(F)F)C)C)C=1NC=2C=CN=C(C2C(C1)=O)C(=O)N |o1:7|